ClC=1N(N=C2C(=CC=CC12)N)C 3-chloro-2-methyl-2H-indazol-7-amine